(1R)-7,8-dioxabicyclo[3.2.1]Octane-2-one [C@@H]12C(CCC(CO1)O2)=O